N-(3-((1s,3s)-3-(cyanomethyl)-1-(4-methyl-4H-1,2,4-triazol-3-yl)cyclobutyl)phenyl)-7-(1-hydroxyethyl)-3,3-dimethyl-2,3-dihydro-1H-pyrrolo[3,2-b]pyridine-5-carboxamide C(#N)CC1CC(C1)(C1=NN=CN1C)C=1C=C(C=CC1)NC(=O)C1=CC(=C2C(=N1)C(CN2)(C)C)C(C)O